CS(=O)(=O)N1CCN(CC1)C(=O)C1CNCC(C1)C1=CC=CC=C1 (4-(Methylsulfonyl)piperazin-1-yl)(5-phenylpiperidin-3-yl)methanone